C(C)OC(C)C1=NC=C(C(=C1)OC=1C(=NC(=NC1)N)N)C(C)C 5-((2-(1-ethoxyethyl)-5-isopropylpyridin-4-yl)oxy)pyrimidine-2,4-diamine